[C-]1(C=CC=C1)C[N+](C)(C)C.[CH-]1C=CC=C1.[Fe+2] (ferrocenylmethyl)-trimethylammonium